C(=O)C=1C=C(C=CC1O)N(C1CCN(CC1)C(=O)OC(C)(C)C)C tert-butyl 4-((3-formyl-4-hydroxyphenyl)(methyl)amino)piperidine-1-carboxylate